[Cl-].[Cl-].[Zr+2].C1C=CC2=CC=CC=C12.C1C=CC2=CC=CC=C12 bisindene zirconium dichloride